O=C1N(C=NC2=CC=C(C=C12)C=1C=CC(=NC1)NC(CCCC)=O)CC#C N-(5-(4-oxo-3-(prop-2-yn-1-yl)-3,4-dihydro-quinazolin-6-yl)pyridin-2-yl)pentanamide